1-((R)-2-(3-((2-(4-methoxypiperidin-1-yl)pyrimidin-4-yl)amino)-8-((2R,3S)-2-methyl-3-((methylsulfonyl)methyl)azetidin-1-yl)isoquinolin-5-yl)pyrrolidin-1-yl)prop-2-en-1-one COC1CCN(CC1)C1=NC=CC(=N1)NC=1N=CC2=C(C=CC(=C2C1)[C@@H]1N(CCC1)C(C=C)=O)N1[C@@H]([C@H](C1)CS(=O)(=O)C)C